N1(CCC1)C1=C(CN2C(C3=NC=CC=C3C2=O)([2H])[2H])C(=CC(=C1)C=1C2=CN(N=C2C=CC1)C)F 6-(2-(azetidin-1-yl)-6-fluoro-4-(2-methyl-2H-indazol-4-yl)benzyl)-6,7-dihydro-5H-pyrrolo[3,4-b]pyridin-5-one-7,7-d2